FC(CN1N=NC=2C1=NC(=CC2)C=2C=CN1N=C(N=C(C12)N)N[C@@H]1CC[C@@H](CC1)OC(F)F)F 5-(3-(2,2-Difluoroethyl)-3H-[1,2,3]triazolo[4,5-b]pyridin-5-yl)-N2-(cis-4-(difluoromethoxy)cyclohexyl)pyrrolo[2,1-f][1,2,4]triazine-2,4-diamine